2-chloro-N-(2-methylbiphenyl-3-yl)pyrido[3,4-b]pyrazin-5-amine ClC=1N=C2C(=NC1)C(=NC=C2)NC=2C(=C(C=CC2)C2=CC=CC=C2)C